C(C)(C)(C)OC(=O)N1C[C@H]([C@@H](C1)C1=CC=C(C=C1)C(F)(F)F)C(=O)O (3S,4R)-1-(tert-Butoxycarbonyl)-4-(4-trifluoromethylphenyl)-pyrrolidine-3-carboxylic acid